C(C)N1C2=CC=CC=C2OC=2C=CC=CC12 10-ethyl-10H-Phenoxazine